ClC=1N=CS(C1)=O 4-Chlorothiazolone